9-bromo-8-chloro-4-(2,2-difluoroethyl)-10-fluoro-2-(((2R,7aS)-2-fluorotetrahydro-1H-pyrrolizin-7a(5H)-yl)methoxy)-5-(1-fluorovinyl)-5,6-dihydro-4H-[1,4]oxazepino[5,6,7-de]quinazoline BrC=1C(=C2C=3C(=NC(=NC3C1F)OC[C@]13CCCN3C[C@@H](C1)F)N(C(CO2)C(=C)F)CC(F)F)Cl